2-bromo-8-(3,4-difluorophenoxy)-5,6,7,8-tetrahydro-[1,2,4]triazolo[1,5-a]pyridine BrC1=NN2C(C(CCC2)OC2=CC(=C(C=C2)F)F)=N1